COC(=O)C=1C(C(=C(OC1C)N)C#N)C1=CN=C(S1)C 2-amino-3-cyano-4-(2-methyl-5-thiazolyl)-6-methyl-4H-pyran-5-carboxylic acid methyl ester